(Ferrocenylmethyl)trimethylammonium [C-]1(C=CC=C1)C[N+](C)(C)C.[CH-]1C=CC=C1.[Fe+2]